CN1OC2=C(C1)C=C(C=C2)OCC2=CC=CC=C2 2-methyl-5-benzyloxybenzoxazoleN